(5S)-{[2-(4-carboxyphenyl)ethyl][2-(2-([3-chloro-4'-(trifluoromethyl)biphenyl-4-yl]methoxy)-phenyl)-ethyl]-amino}-5,6,7,8-tetrahydroquinoline-2-carboxylic acid C(=O)(O)C1=CC=C(C=C1)CCN(CCC1=C(C=CC=C1)OCC1=C(C=C(C=C1)C1=CC=C(C=C1)C(F)(F)F)Cl)C=1C(=NC=2CCCCC2C1)C(=O)O